N-(6-((8'-methyl-1',5'-dioxo-1',5'-dihydro-2'H-spiro[cyclohexane-1,3'-indolizin]-6'-yl)amino)pyrimidin-4-yl)cyclopropanecarboxamide CC=1C=C(C(N2C3(CC(C12)=O)CCCCC3)=O)NC3=CC(=NC=N3)NC(=O)C3CC3